N1,N1-bis(4'-methoxy-[1,1'-biphenyl]-4-yl)-N4,N4-bis(4-methoxyphenyl)benzene-1,4-diamine COC1=CC=C(C=C1)C1=CC=C(C=C1)N(C1=CC=C(C=C1)N(C1=CC=C(C=C1)OC)C1=CC=C(C=C1)OC)C1=CC=C(C=C1)C1=CC=C(C=C1)OC